(3S,4R)-1-(4-((8-((2R,3S)-3-((ethylsulfonyl)methyl)-2-methylazetidin-1-yl)-5-isopropyl-2,7-naphthyridin-3-yl)amino)-1,3,5-triazin-2-yl)-3-fluoro-4-methylpiperidin-4-ol C(C)S(=O)(=O)C[C@@H]1[C@H](N(C1)C=1N=CC(=C2C=C(N=CC12)NC1=NC(=NC=N1)N1C[C@@H]([C@@](CC1)(O)C)F)C(C)C)C